CN1N=C(C2=CC=CC(=C12)NCCCCCCCNC1CC2(C1)CCC2)C2C(NC(CC2)=O)=O 3-(1-methyl-7-((7-(spiro[3.3]heptan-2-ylamino)heptyl)amino)-1H-indazol-3-yl)piperidine-2,6-dione